ClC=1C(N(C(=CC1OCC1=NC=C(C=C1F)F)C)C1=CC(=NC=C1Cl)N1N=C(C(=C1)C)C(C)(C)O)=O 3,5'-Dichloro-4-((3,5-difluoropyridin-2-yl)methoxy)-2'-(3-(2-hydroxypropan-2-yl)-4-methyl-1H-pyrazol-1-yl)-6-methyl-2H-[1,4'-bipyridine]-2-one